C12CN(CC(CC1)N2)C(=O)C=2N=NC(=CC2)C2=C(C=C(C=C2)C=2C=NNC2)O (3,8-diazabicyclo[3.2.1]oct-3-yl)(6-(2-hydroxy-4-(1H-pyrazol-4-yl)phenyl)pyridazin-3-yl)methanone